6-chloro-2-[2-(3-chloro-2-pyridinyl)-5-(methoxymethyl)pyrazol-3-yl]-8-methyl-3,1-benzoxazin-4-one ClC=1C=C(C2=C(C(OC(=N2)C=2N(N=C(C2)COC)C2=NC=CC=C2Cl)=O)C1)C